NC1=C(C(=NC=C1F)C(=O)[O-])Cl 4-amino-3-chloro-5-fluoropyridine-2-carboxylate